COC1=C(NCC#CC2=C(C3=C(S2)C(=CC=C3)[N+](=O)[O-])CC(F)(F)F)C=CC(=C1)S(=O)(=O)C 2-methoxy-4-(methylsulfonyl)-N-(3-(7-nitro-3-(2,2,2-trifluoroethyl)benzo[b]thiophen-2-yl)prop-2-yn-1-yl)aniline